5-amino-2-(6-ethoxypyridin-3-yl)benzoic acid methyl ester COC(C1=C(C=CC(=C1)N)C=1C=NC(=CC1)OCC)=O